benzyl 2-(2-bromoethoxy)-2-cyanoacetate BrCCOC(C(=O)OCC1=CC=CC=C1)C#N